C(C)(=O)O[C@@]1([C@H](O[C@@H]2OC(O[C@@H]21)(C)C)COC(C(=O)OCC)(CC2=CC=C(C=C2)[N+](=O)[O-])C=2N=CSC2)C#C ethyl 2-(((3aR,5R,6R,6aR)-6-acetoxy-6-ethynyl-2,2-dimethyl-tetrahydrofuro[2,3-d][1,3]dioxol-5-yl)methoxy)-3-(4-nitrophenyl)-2-(thiazol-4-yl)propanoate